((1H-imidazol-4-yl)methyl)-1H-indole-6-carbonitrile N1C=NC(=C1)CN1C=CC2=CC=C(C=C12)C#N